CC1=C(OC(C(=O)O)(C)C)C(=CC(=C1)\C=C\C(=O)C1=CC=C(C=2C=C(OC21)C)SC)C (E)-2-(2,6-dimethyl-4-(3-(2-methyl-4-(methylthio)benzofuran-7-yl)-3-oxoprop-1-en-1-yl)phenoxy)-2-methylpropanoic acid